C(CCCCC)[N+](CCCC)(CCCCCC)CCCCCC tri-n-hexylbutyl-ammonium